(2s,4s)-8-(5-chloro-3-fluoropyridin-2-yl)-5-(4-chlorobenzyl)-2-hydroxy-5,8-diazaspiro[3.5]nonane-6,9-dione ClC=1C=C(C(=NC1)N1CC(N(C2(CC(C2)O)C1=O)CC1=CC=C(C=C1)Cl)=O)F